(2S,3S)-2-(hydroxymethyl)pyrrolidin-3-ol hydrochloride Cl.OC[C@@H]1NCC[C@@H]1O